2-(3-(4-(8-amino-3-(5-(1,1-difluoro-2-hydroxypropan-2-yl)-2-methylphenyl)imidazo[1,2-a]pyrazin-6-yl)-1H-pyrazol-1-yl)-1-(cyclobutane-carbonyl)azetidin-3-yl)acetonitrile NC=1C=2N(C=C(N1)C=1C=NN(C1)C1(CN(C1)C(=O)C1CCC1)CC#N)C(=CN2)C2=C(C=CC(=C2)C(C(F)F)(C)O)C